CC1=CC(=NN1C=1C=C2C=CN(C2=CC1)CC1=CC=C(C=C1)[C@H]1CN(CC1)C)C(=O)N (S)-5-methyl-1-(1-(4-(1-methylpyrrolidin-3-yl)benzyl)-1H-indol-5-yl)-1H-pyrazole-3-carboxamide